COC1=CC=C(C=C1)S(=O)(=NC1=CC(=CC=C1)C1=NOC(=N1)C(F)(F)F)C (4-methoxyphenyl)(methyl)((3-(5-(trifluoromethyl)-1,2,4-oxadiazol-3-yl)phenyl)imino)-λ6-sulfanone